N[C@@H](CC(=O)OCC)C=1C=C(C(=CC1)F)C1=CC=CC=C1 ethyl (S)-3-amino-3-(6-fluorobiphenyl-3-yl)propanoate